allyl-oxymethyl-3-ethyl-oxetane C(C=C)OCC1OCC1CC